ClC=1C=C(C=CC1)C(CC(=O)OC)C[N+](=O)[O-] methyl 3-(3-chlorophenyl)-4-nitrobutyrate